5-fluoro-3-iodo-4-methylpyridin-2-ol FC=1C(=C(C(=NC1)O)I)C